COC(C1=C(C=C(C=C1Cl)Br)Cl)=O 4-bromo-2,6-dichlorobenzoic acid methyl ester